(2S,4R)-4-fluoro-N-[(S)-[3-fluoro-4-(propan-2-yl)phenyl](phenyl)methyl]-1-[2-(5-methyl-2,4-dioxo-1,2,3,4-tetrahydropyrimidin-1-yl)acetyl]pyrrolidine-2-carboxamide F[C@@H]1C[C@H](N(C1)C(CN1C(NC(C(=C1)C)=O)=O)=O)C(=O)N[C@@H](C1=CC=CC=C1)C1=CC(=C(C=C1)C(C)C)F